sodium methane-amidine C(=N)N.[Na]